C(C=C)(=O)OCCCCCCCCCCCCCCCCCCCC eicosanyl acrylate